C(=O)C=1C=C(OCC(=O)O)C=CC1 3-FORMYLPHENOXYACETIC ACID